C(C)(=O)NC1=C(C=C(C=C1)C1=C(C(=CC(=C1)C(=O)OC)C1=CC(=NC=C1)N1C(CNCC1)C(=O)OC(C)(C)C)OC)F tert-butyl 4-(4-(4'-acetamido-3'-fluoro-2-methoxy-5-(methoxycarbonyl)-[1,1'-biphenyl]-3-yl)pyridin-2-yl)piperazine-m-carboxylate